N-((2-([1,1'-biphenyl]-4-yl)imidazo[1,2-a]pyridin-3-yl)methyl)-N-ethylethanamine C1(=CC=C(C=C1)C=1N=C2N(C=CC=C2)C1CN(CC)CC)C1=CC=CC=C1